N-[(diphenylphosphoryl)methyl]-9,9-diphenyl-9H-fluorene-2-amine C1(=CC=CC=C1)P(=O)(C1=CC=CC=C1)CNC1=CC=2C(C3=CC=CC=C3C2C=C1)(C1=CC=CC=C1)C1=CC=CC=C1